ClC1=CC2=C(N(C=N2)CCC[C@H]2NCCC[C@@H]2O)C(=C1)C=1C=NN(C1)C=1SC=CN1 (2R,3S)-2-(3-(5-chloro-7-(1-(thiazol-2-yl)-1H-pyrazol-4-yl)-1H-benzo[d]imidazol-1-yl)propyl)piperidin-3-ol